(1r,2S,5S)-3-((tert-butoxycarbonyl)-L-leucyl)-6,6-dimethyl-3-azabicyclo[3.1.0]hexane-2-carboxylic acid C(C)(C)(C)OC(=O)N[C@@H](CC(C)C)C(=O)N1[C@@H]([C@H]2C([C@H]2C1)(C)C)C(=O)O